bis(3-aminopropyl)-N,N-bis(3-aminopropyl)methylamine NCCCC(N(CCCN)CCCN)CCCN